N1(CCNCC1)C1=CC=C(C=C1)C1=NC2=CC=CC=C2C(=C1)NCCCN N1-(2-(4-(piperazin-1-yl)phenyl)quinolin-4-yl)propane-1,3-diamine